B(O)(O)C1=CC=C(C[C@H](N)C(=O)O)C=C1 4-Boronophenylalanin